9,10-difluoro-6,11-dihydrobenzo[5',6']thiepino[2',3':3,4]benzo[1,2-d][1,3]dioxol-6-ol FC1=C(C2=C(C(C3=C(C4=C(OCO4)C=C3)SC2)O)C=C1)F